FC(C1=CC=2C(=NC(=CC2)C(C)N2C[C@@H](N(C[C@H]2CC)C2=CC(N(C=3N2N=C(C3)CC#N)C)=O)CC)S1)F 2-(7-((2S,5R)-4-(1-(2-(difluoromethyl)thieno[2,3-b]pyridin-6-yl)ethyl)-2,5-diethylpiperazin-1-yl)-4-methyl-5-oxo-4,5-dihydropyrazolo[1,5-a]pyrimidin-2-yl)acetonitrile